CSC=1SC2N=CNC(C2N1)=O 2-methylsulfanyl-6,7a-dihydro-3aH-thiazolo[5,4-d]pyrimidin-7-one